N,N-diethyl-p-nitrosoaniline C(C)N(C1=CC=C(C=C1)N=O)CC